1-[1-[5-[4-[2-(2,6-dioxo-3-piperidyl)-1-oxo-isoindolin-5-yl]piperazin-1-yl]-5-oxo-pentyl]-3-methyl-pyrazol-4-yl]-3-(7-isopropylpyrazolo[1,5-a]pyrimidin-6-yl)urea O=C1NC(CCC1N1C(C2=CC=C(C=C2C1)N1CCN(CC1)C(CCCCN1N=C(C(=C1)NC(=O)NC=1C=NC=2N(C1C(C)C)N=CC2)C)=O)=O)=O